tert-butyl 3-(4-(((benzyloxy)carbonyl)amino)pyridin-2-yl)morpholine-4-carboxylate C(C1=CC=CC=C1)OC(=O)NC1=CC(=NC=C1)C1N(CCOC1)C(=O)OC(C)(C)C